1-benzyl-4-(3-chlorophenyl)quinolin C(C1=CC=CC=C1)N1CC=C(C2=CC=CC=C12)C1=CC(=CC=C1)Cl